C(CCC)C1=CC=CC2=C1C(NS2)=O n-butyl-benzo[d]isothiazol-3-one